[Ce+3].OC(C(C(C(C(C(C(=O)[O-])(O)O)(O)O)(O)O)(O)O)(O)O)(CCCCCCCCCCC)O.OC(C(C(C(C(C(C(=O)[O-])(O)O)(O)O)(O)O)(O)O)(O)O)(CCCCCCCCCCC)O.OC(C(C(C(C(C(C(=O)[O-])(O)O)(O)O)(O)O)(O)O)(O)O)(CCCCCCCCCCC)O dodecahydroxystearic acid cerium salt